1,2-butyleneoxide C1C(CC)O1